6-fluoro-N-((3R,4S)-3-fluoro-1-methylpiperidin-4-yl)-4-methoxy-5-(quinolin-6-yl)pyrrolo[2,1-f][1,2,4]triazin-2-amine FC=1C(=C2C(=NC(=NN2C1)N[C@@H]1[C@@H](CN(CC1)C)F)OC)C=1C=C2C=CC=NC2=CC1